BrC=1C=C(C(=O)NCC2=CSC=C2)C=CC1 3-bromo-N-(thiophen-3-ylmethyl)benzamide